C(#N)C1=CC2=C(N=C(N=C2)NC=2C=C3CCN(CC3=CC2)C(=O)OC(C)(C)C)N(C1=O)C1CCCC1 tert-butyl 6-((6-cyano-8-cyclopentyl-7-oxo-7,8-dihydropyrido[2,3-d]pyrimidin-2-yl) amino)-3,4-dihydroisoquinoline-2(1H)-carboxylate